cis-4-((4-ethoxy-5-(imidazo[1,2-a]pyridin-6-yl)-7H-pyrrolo[2,3-d]pyrimidin-2-yl)amino)-1-methylcyclohexan-1-ol C(C)OC=1C2=C(N=C(N1)NC1CCC(CC1)(O)C)NC=C2C=2C=CC=1N(C2)C=CN1